N-undecyl-N',N'-didecylurea C(CCCCCCCCCC)NC(=O)N(CCCCCCCCCC)CCCCCCCCCC